4-galactosyl-glucose C1([C@H](O)[C@@H](O)[C@@H](O)[C@H](O1)CO)[C@@]([C@@H]([C@H](C=O)O)O)(O)[C@H](O)CO